C(C)(C)(C)OC(N[C@@H](C[C@@H](C(C)C)CC1=CC(=C(C=C1)OC)OCCCOC)[C@H]1OC([C@@H](C1)C(C)C)=O)=O ((1S,3S)-3-((4-methoxy-3-(3-methoxypropoxy)phenyl)methyl)-4-methyl-1-((2S,4S)-tetrahydro-4-isopropyl-5-oxo-2-furyl)pentyl)carbamic acid tert-butyl ester